2-(2-chlorophenyl)-1-cyclopropyl ethyl ketone C(C)C(=O)C1C(C1)C1=C(C=CC=C1)Cl